OCCN1C(C2=CC=CC=C2CC1(C(F)(F)F)NC1=CC=C(C=C1)C)=O 2-(2-Hydroxyethyl)-3-(p-tolylamino)-3-(trifluoromethyl)-3,4-dihydroisoquinolin-1(2H)-one